COC=1C=C(C=CC1OC)C1NC2=CC=CC=C2C(N1)=O 2-(3,4-dimethoxyphenyl)-2,3-dihydro-quinazolin-4(1H)-one